silicon tetrasec-butoxide CC([O-])CC.CC([O-])CC.CC([O-])CC.CC([O-])CC.[Si+4]